C(C)N1C(=C(C2=CC=CC=C12)C1OC(=O)C2=NC=CC=C12)C1=CC=CC=C1 3-(1-ethyl-2-phenylindol-3-yl)-7-azaphthalide